2-(6-(4-isopropyl-4H-1,2,4-triazol-3-yl)pyridin-2-yl)-1,6-dimethyl-5-nitro-1H-indazol-3(2H)-one C(C)(C)N1C(=NN=C1)C1=CC=CC(=N1)N1N(C2=CC(=C(C=C2C1=O)[N+](=O)[O-])C)C